(R)-2-(4-(5-cyano-6-oxo-1,6-dihydropyridine-3-carbonyl)-3,3-dimethylpiperazin-1-yl)-N-(5-(4-fluorophenoxy)pyridin-2-yl)propanamide C(#N)C1=CC(=CNC1=O)C(=O)N1C(CN(CC1)[C@@H](C(=O)NC1=NC=C(C=C1)OC1=CC=C(C=C1)F)C)(C)C